3-(3-(4-cyclopropyl-1H-imidazol-1-yl)phenyl)-5-(4-cyclopropyl-4H-1,2,4-triazol-3-yl)-1H-indazole C1(CC1)C=1N=CN(C1)C=1C=C(C=CC1)C1=NNC2=CC=C(C=C12)C1=NN=CN1C1CC1